CC1(CC(NO1)=O)C 5,5-dimethyl-4,5-dihydroisoxazole-3-one